(+/-)-N-{4-[(3-chloro-1-{[2-(trimethylsilyl)ethoxy]methyl}-1H-pyrrolo[2,3-b]pyridin-4-yl)oxy]-3,5-difluorophenyl}-N'-[2-(hydroxymethyl)-3-methoxy-2-methylpropyl]thiourea ClC1=CN(C2=NC=CC(=C21)OC2=C(C=C(C=C2F)NC(=S)NC[C@](COC)(C)CO)F)COCC[Si](C)(C)C |r|